C1(=CC=CC=C1)C(C)(C=C=C)O 2-phenylpenta-3,4-dien-2-ol